FC=1C=C(C=CC1)N1C=CC=2C(=CC=CC12)C(=O)N1CCC(CC1)N1C(C2=CC=CC=C2C1)=O 2-(1-(1-(3-fluorophenyl)-1H-indole-4-carbonyl)piperidin-4-yl)isoindolin-1-one